3-(4-(tert-Butyl)-2-methylcyclohex-3-en-1-yl)-propanal C(C)(C)(C)C1=CC(C(CC1)CCC=O)C